N-[3-chloro-4-[4-(1-methylpiperidine-4-carbonyl)piperazine-1-carbonyl]phenyl]5-[2,3-difluoro-4-[1-(2-methoxyethyl)-5-methyl-pyrazol-4-yl]phenyl]-1-methyl-imidazole-2-carboxamide ClC=1C=C(C=CC1C(=O)N1CCN(CC1)C(=O)C1CCN(CC1)C)NC(=O)C=1N(C(=CN1)C1=C(C(=C(C=C1)C=1C=NN(C1C)CCOC)F)F)C